3-(4-hydroxyphenyl)-4-p-tolylchroman-7-ol OC1=CC=C(C=C1)C1COC2=CC(=CC=C2C1C1=CC=C(C=C1)C)O